NC=1C2=C(N=CN1)N(C(=C2C2=C(C=C(C=C2)OC2=NC(=CC=C2)C)F)C2=CC=C(C=C2)NC(C(=C)C)=O)C N-(4-(4-amino-5-(2-fluoro-4-((6-methylpyridin-2-yl)oxy)phenyl)-7-methyl-7H-pyrrolo[2,3-d]pyrimidin-6-yl)phenyl)methacrylamide